lithium 4-(2-(bis(2,4-dimethoxybenzyl)amino)oxazolo[4,5-c]pyridin-7-yl)tetrahydro-2H-pyran-2-carboxylate COC1=C(CN(C=2OC3=C(C=NC=C3C3CC(OCC3)C(=O)[O-])N2)CC2=C(C=C(C=C2)OC)OC)C=CC(=C1)OC.[Li+]